C(C)C1=NC=C(N=C1C)C ethyl-3,5-dimethyl-pyrazine